(R)-7-fluoro-1,3-dihydrospiro[indene-2,4'-piperidin]-1-amine FC=1C=CC=C2CC3(CCNCC3)[C@H](C12)N